BrC=1C=2N(C=C(C1)C1CC1)C=C(N2)C(COC)O 1-(8-bromo-6-cyclopropylimidazo[1,2-a]pyridin-2-yl)-2-methoxyethan-1-ol